ClC1=NC(=CC2=C1N(C=N2)C(C)C)C2=CC=C1C(C(N(C1=C2)C2CC(C2)N2C[C@H](CCC2)C(F)F)=O)(C)C 6-(4-chloro-3-isopropyl-3H-imidazo[4,5-c]pyridin-6-yl)-1-((1s,3s)-3-(3-(difluoromethyl)piperidin-1-yl)cyclobutyl)-3,3-dimethylindolin-2-one